C(C1=CC=CC=C1)N(CC1=CC=CC=C1)CC1=CC(=NC=C1)C=1C=C2CN(C(C2=CC1)=O)C1C(NC(CC1)=O)=O 3-(5-{4-[(dibenzylamino)methyl]pyridin-2-yl}-1-oxo-2,3-dihydro-1H-isoindol-2-yl)piperidine-2,6-dione